C(C)OC(=O)C=1C=C2C(=NC1C)NC(=N2)CCNC(C2=CC(=CC=C2)C2=NOC(=N2)C)=O 5-methyl-2-(2-(3-(5-methyl-1,2,4-oxadiazol-3-yl)benzamido)ethyl)-3H-imidazo[4,5-b]pyridine-6-carboxylic acid ethyl ester